(5S)-{[2-(4-carboxyphenyl)ethyl][2-(2-{[3-chloro-4'-(trifluoromethyl)biphenyl-4-yl]methoxy}phenyl)-ethyl]-amino}-5,6,7,8-tetrahydroquinoline-2-carboxylic acid C(=O)(O)C1=CC=C(C=C1)CCN(CCC1=C(C=CC=C1)OCC1=C(C=C(C=C1)C1=CC=C(C=C1)C(F)(F)F)Cl)C=1C(=NC=2CCCCC2C1)C(=O)O